C(C)(C)(C)OC(=O)N[C@H](C(=O)O)CC1CCC1 (S)-2-((tert-Butoxycarbonyl)amino)-3-cyclobutylpropionic acid